1-methyl-2-[4-(4,4,5,5-tetramethyl-1,3,2-dioxaborolan-2-yl)phenyl]pyrrolidine CN1C(CCC1)C1=CC=C(C=C1)B1OC(C(O1)(C)C)(C)C